CC1(NC2=CC(=CC=C2C(=C1)C)C)C 2,2,4,7-tetramethyl-1,2-dihydroquinoline